N-[(1-methyl-1H-pyrazol-4-yl)methyl]-4-(1H-pyrrolo[3,2-c]pyridin-4-yl)benzamide CN1N=CC(=C1)CNC(C1=CC=C(C=C1)C1=NC=CC2=C1C=CN2)=O